5,5-bis(((Z)-oct-5-en-1-yl)oxy)pentanoic acid C(CCC\C=C/CC)OC(CCCC(=O)O)OCCCC\C=C/CC